ClCC(=O)N1CCC(CCC1)(C)C 2-chloro-1-(4,4-dimethylazepan-1-yl)ethanone